N,N-diethyl-diphenyl-urea C(C)N(C(=O)N(C1=CC=CC=C1)C1=CC=CC=C1)CC